C(C=C)C=1C(=NC(=NC1)N[C@@H]1CN(CCC1)C(=O)OC(C)(C)C)C1=CN(C2=C(C(=CC=C12)C#N)S(=O)(=O)C)COCC[Si](C)(C)C Tert-butyl (3S)-3-[[5-allyl-4-[6-cyano-7-methylsulfonyl-1-(2-trimethylsilylethoxymethyl) indol-3-yl]pyrimidin-2-yl]amino]piperidine-1-carboxylate